3-chloro-1-(4-methoxyphenyl)propan-1-one ClCCC(=O)C1=CC=C(C=C1)OC